COC1=CC=CC2=C1[C@@H](C[C@H](O2)C)O (2R,4R)-3,4-dihydro-5-methoxy-2-methyl-2H-1-benzopyran-4-ol